C(C=C)(=O)N[SiH3] acrylamidomonosilane